N-(4-chlorobenzyl)-3-[3-methoxy-4-(prop-2-yn-1-oxy)phenyl]propanamide ClC1=CC=C(CNC(CCC2=CC(=C(C=C2)OCC#C)OC)=O)C=C1